acryloxydichlorophenoxychlorophenol C(C=C)(=O)OC1=C(C(=C(C(=C1O)Cl)OC1=CC=CC=C1)Cl)Cl